NC=1C2=C(N=CN1)N(C=C2)[C@H]2[C@@H]([C@@H]([C@@]1(C[C@H]21)[C@H](O)C2=CC(=C(C=C2)Cl)Cl)O)O |o1:16| (1R,2R,3S,4R,5S)-4-(4-aminopyrrolo[2,3-d]pyrimidin-7-yl)-1-[(R or S)-(3,4-dichlorophenyl)-hydroxy-methyl]bicyclo[3.1.0]hexane-2,3-diol